ClC1=CC2=C(C=N1)C1(CN2C2=CC(=NC(=N2)C(C)(F)F)C(=O)OCC)CC1 ethyl 6-(6'-chlorospiro[cyclopropane-1,3'-pyrrolo[3,2-c]pyridin]-1'(2'H)-yl)-2-(1,1-difluoroethyl)pyrimidine-4-carboxylate